5-chloro-1-(1-(cyclopropylsulfonyl)-1H-pyrazol-4-yl)-6-(1-(3-methyloxetan-3-yl)piperidin-4-yl)-1H-indazole ClC=1C=C2C=NN(C2=CC1C1CCN(CC1)C1(COC1)C)C=1C=NN(C1)S(=O)(=O)C1CC1